C(C)OC(=O)C1=C(C2=C(S1)C(=CC=C2Cl)C)COC2=C(C=C(C=C2F)C(N)=O)F 3-((4-carbamoyl-2,6-difluorophenoxy)methyl)-4-chloro-7-methylbenzo[b]thiophene-2-carboxylic acid ethyl ester